CC1=C(C(=C(C1([Ti](OC)(OC)OC1=C(C=NC2=CC=CC(=C12)C(F)(F)F)C(F)(F)F)C)C)C)C pentamethylcyclopentadienyl-(3,5-bis(trifluoromethyl)-4-quinolinoxy)-dimethoxytitanium